8-{4-Hydroxybicyclo[2.2.1]heptan-1-yl}-5-methyl-2-[(7-methylquinolin-6-yl)amino]-5,6,7,8-tetrahydropteridin-6-one OC12CCC(CC1)(C2)N2CC(N(C=1C=NC(=NC21)NC=2C=C1C=CC=NC1=CC2C)C)=O